ClC1=C(C(=O)N2CCC(CC2)(O)CC(=O)N(C)C)C=CC(=C1)NC=1C=2N(C=CN1)C(=CN2)C2=CC(=C(C=C2)OC)F 2-(1-(2-chloro-4-((3-(3-fluoro-4-methoxyphenyl)imidazo[1,2-a]pyrazin-8-yl)amino)benzoyl)-4-hydroxypiperidin-4-yl)-N,N-dimethylacetamide